C(C1=CC=CC=C1)OC1=C(C(=CC(=C1)O)O)C(=O)N1CC2=C(C=CC=C2CC1)NC1COCC1OC (2-(benzyloxy)-4,6-dihydroxyphenyl)(8-((4-methoxytetrahydrofuran-3-yl)amino)-3,4-dihydroisoquinolin-2(1H)-yl)methanone